methyl (S)-2-(4-bromo-2-formylphenoxy)propanoate BrC1=CC(=C(O[C@H](C(=O)OC)C)C=C1)C=O